ethyl-dimethoxysilyl-butyronitrile C(C)[Si](OC)(OC)C(C#N)CC